ClC=1C=C(C=2N(N1)C=CN2)Cl 6,8-dichloroimidazo[1,2-b]pyridazine